NCCCS(=O)(=O)O 3-aminopropane-1-sulfonic Acid